S(=O)(=O)([O-])[O-].[Cl-].C(O)[P+](CO)(CO)CO.C(O)[P+](CO)(CO)CO.C(O)[P+](CO)(CO)CO tetramethylolphosphonium chloride (sulfate)